C(C)(C)(C)C1=CC=2C=3C=C(C=C4C=C(C=C(C5=CC(=CC(=C1)C52)C(C)(C)C)C43)C(C)(C)C)C(C)(C)C 2,5,8,11-tetratert-butylperylene